4-hydroxy-2-[(4-methoxyphenyl)methyl]pyrrolidin-3-yl N-{[(3R)-1-methylpyrrolidin-3-yl]methyl}carbamate CN1C[C@H](CC1)CNC(OC1C(NCC1O)CC1=CC=C(C=C1)OC)=O